C(C)N(CCCNC(=O)C1=CC2=C(N3C(S2)=NC(=C3)C3=CC(=CC=C3)F)C=C1)CC N-(3-(diethylamino)propyl)-2-(3-fluorophenyl)benzo[d]imidazo[2,1-b]thiazole-7-carboxamide